COC1=NC=C(C=C1NS(=O)(=O)C1=C(C=C(C=C1)F)F)C=1C=C2C(=NC(=NC2=C(C1)O[C@@H]1COCC1)NC)C (S)-N-(2-methoxy-5-(4-methyl-2-(methylamino)-8-((tetrahydrofuran-3-yl)oxy)quinazolin-6-yl)pyridin-3-yl)-2,4-difluorobenzenesulfonamide